CN(C(OCC1=CC=CC=C1)=O)C1=CC=CC2=C(C=CC=C12)S(NC1=CC=C(C=C1)CN1C(COCC1)=O)(=O)=O Benzyl methyl(5-(N-(4-((3-oxomorpholino)methyl)phenyl)sulfamoyl)naphthalen-1-yl)carbamate